FC1=C2C=C(NC2=CC=C1F)C(=O)N1CC=2C(CC1)=NOC2C(=O)N[C@@H](C(F)F)C 5-(4,5-difluoro-1H-indole-2-carbonyl)-N-[(2R)-1,1-difluoropropan-2-yl]-4H,5H,6H,7H-[1,2]oxazolo[4,3-c]pyridine-3-carboxamide